2-bromo-2-(3,4-difluorophenyl)-N-(1H-indazol-5-yl)acetamide sodium 3-methoxy-3-oxo-propane-1-sulfinate COC(CCS(=O)[O-])=O.[Na+].BrC(C(=O)NC=1C=C2C=NNC2=CC1)C1=CC(=C(C=C1)F)F